NC=1C(=NC=NC1Cl)NC=1C=C(C=CC1N1CCN(CC1)C)N1N=NC(=C1)C(=O)N1CCN(CC1)C (1-(3-((5-amino-6-chloropyrimidin-4-yl)amino)-4-(4-methylpiperazin-1-yl)phenyl)-1H-1,2,3-triazol-4-yl)(4-methylpiperazin-1-yl)methanone